3-(4-{1,4-dioxaspiro[4.5]decan-8-ylamino}-6-fluoro-1-oxo-3H-isoindol-2-yl)piperidine-2,6-dione O1CCOC12CCC(CC2)NC2=C1CN(C(C1=CC(=C2)F)=O)C2C(NC(CC2)=O)=O